CC=1C=C2C=C(C=C(C2=CC1)O)O[Si](C(C)C)(C(C)C)C(C)C 6-methyl-3-((triisopropylsilyl)oxy)naphthalen-1-ol